chloro-7-isopropyl-7-methyl-10-(piperidin-4-yl)indolo[1,2-a]quinazolin-5(7H)-one ClC1=CC=CC=2C(N=C3N(C12)C1=CC(=CC=C1C3(C)C(C)C)C3CCNCC3)=O